5-((4-(4,4-difluoropiperidine-1-carbonyl)-2-nitrophenyl)amino)pyridinecarbonitrile FC1(CCN(CC1)C(=O)C1=CC(=C(C=C1)NC=1C=CC(=NC1)C#N)[N+](=O)[O-])F